2,2-difluoro-N-[rac-(2R,3S)-1-[1-[(1-methyl-2-oxo-4-pyridyl)methyl]indazol-5-yl]-5-oxo-2-phenyl-pyrrolidin-3-yl]propanamide FC(C(=O)N[C@@H]1[C@H](N(C(C1)=O)C=1C=C2C=NN(C2=CC1)CC1=CC(N(C=C1)C)=O)C1=CC=CC=C1)(C)F |r|